4-(7-(N-(1-Cyanocyclopropyl)sulfamoyl)-9-(5-(difluoromethyl)-1,3,4-thiadiazol-2-yl)-9H-pyrimido[4,5-b]indol-4-yl)-N,N-dimethylbenzamide C(#N)C1(CC1)NS(=O)(=O)C1=CC=C2C3=C(N(C2=C1)C=1SC(=NN1)C(F)F)N=CN=C3C3=CC=C(C(=O)N(C)C)C=C3